Cl.CC1(CCNCC1)C(=O)O 4-methylpiperidine-4-carboxylic acid hydrogen chloride salt